Methyl 3-[[3-(4,4,5,5-tetramethyl-1,3,2-dioxaborolan-2-yl)-2-pyridyl]oxy]azetidine-1-carboxylate CC1(OB(OC1(C)C)C=1C(=NC=CC1)OC1CN(C1)C(=O)OC)C